C1CS(=O)(=O)CC1Br bromosulfolane